2-(3,3-difluorocyclobutyl)-5-phenyl-2,5,6,7-tetrahydro-3H-pyrrolo[2,1-c][1,2,4]triazol-3-one FC1(CC(C1)N1N=C2N(C1=O)C(CC2)C2=CC=CC=C2)F